2-[2-(4-nitro-phenoxy)-propoxy]-isoindole-1,3-dione [N+](=O)([O-])C1=CC=C(OC(CON2C(C3=CC=CC=C3C2=O)=O)C)C=C1